6,8-difluoro-1,2,4,5-tetrahydro-3H-benzo[d]azepine FC1=CC(=CC=2CCNCCC21)F